3-amino-7,8-dihydro-1,6-naphthyridin-5(6H)-one NC=1C=NC=2CCNC(C2C1)=O